C1(=CC=CC=C1)P(C1=C(C2=C(OCO2)C=C1)C1=C(C=CC=2OCOC21)P(C2=CC=CC=C2)C2=CC=CC=C2)C2=CC=CC=C2 (R)-5,5'-bis(diphenylphosphino)-4,4'-bi-1,3-benzodioxole